FC1=C2CC(CC2=CC(=C1)B1OC(C(O1)(C)C)(C)C)C(=O)OCC ethyl 4-fluoro-6-(4,4,5,5-tetramethyl-1,3,2-dioxaborolan-2-yl)indane-2-carboxylate